P(=O)(OC1=C(C=C(C=C1)C[C@]1(C(OC[C@@H]1CC1=CC(=C(C=C1)OC)OC)=O)C)OC)(O)O 4-(((3R,4R)-4-(3,4-Dimethoxybenzyl)-3-methyl-2-oxotetrahydrofuran-3-yl) methyl)-2-methoxyphenyl dihydrogen phosphate